N-(1-(4-fluoro-2,6-dimethylbenzyl)-6-(7-hydroxy-1-methyl-1H-pyrrolo[2,3-c]pyridin-3-yl)-1H-indazol-4-yl)ethanesulfonamide FC1=CC(=C(CN2N=CC3=C(C=C(C=C23)C2=CN(C3=C(N=CC=C32)O)C)NS(=O)(=O)CC)C(=C1)C)C